C(C)(C)OC1CN(C1)C(=O)NCC1=C(C=C(C=C1)C1=NC(=NC=C1)NC1=CC=C(C=C1)N1CCN(CC1)CC1CCN(CC1)C(=O)OC(C)(C)C)C Tert-butyl 4-((4-(4-((4-(4-((3-isopropoxyazetidine-1-carboxamido)methyl)-3-methylphenyl)pyrimidin-2-yl)amino)phenyl)piperazin-1-yl)methyl)piperidine-1-carboxylate